6-O-methyldeoxyguanosine COC=1C=2N=CN([C@H]3C[C@H](O)[C@@H](CO)O3)C2N=C(N1)N